behenamidopropyl-propylamine C(CCCCCCCCCCCCCCCCCCCCC)(=O)NCCCNCCC